C(C)(C)(C)OC(=O)N1C[C@H](CC1)N1C=CC2=C(C=CC=C12)N1C(N(C(CC1)=O)COCC[Si](C)(C)C)=O.CC1(NC2=CC=CC=C2C(=C1)C)C 2,2,4-trimethyl-1,2-dihydroquinoline tert-Butyl-(S)-3-(4-(2,4-dioxo-3-((2-(trimethylsilyl)ethoxy)methyl)tetrahydropyrimidin-1(2H)-yl)-1H-indol-1-yl)pyrrolidine-1-carboxylate